ClC=1C=C2C(=CC(=NC2=CC1)C(F)(F)F)N[C@@H]1C[C@@H](CCC1)NC(=O)C=1C=NN(C1C(F)F)COCC[Si](C)(C)C N-[(1R,3S)-3-[[6-chloro-2-(trifluoromethyl)-4-quinolyl]amino]cyclohexyl]-5-(difluoromethyl)-1-(2-trimethylsilylethoxymethyl)pyrazole-4-carboxamide